(2r,3s,4s,5r)-3-(3,4-difluoro-2-hydroxy-phenyl)-4,5-dimethyl-5-(trifluoromethyl)tetrahydrofuran-2-carboxylic acid methyl ester COC(=O)[C@@H]1O[C@]([C@H]([C@H]1C1=C(C(=C(C=C1)F)F)O)C)(C(F)(F)F)C